FC(C)(F)[C@H]1CN(CC1)C[C@@H](C)[C@H]1CC[C@H]2\C(\CCC[C@]12C)=C\C=C1C[C@H](C[C@@H](C1)O)O (1R,3R)-5-(2-((1R,3aS,7aR,E)-1-((S)-1-((R)-3-(1,1-difluoroethyl)pyrrolidin-1-yl)propan-2-yl)-7a-methyloctahydro-4H-inden-ylidene)ethylidene)cyclohexane-1,3-diol